C1(CC1)C=1N=NN(C1)[C@H](C(=O)N1[C@@H](C[C@H](C1)O)C(=O)NC1(CCCC1)C=1SC=CN1)C(C)(C)C (2S,4R)-1-[(2S)-2-(4-cyclopropyltriazol-1-yl)-3,3-dimethyl-butanoyl]-4-hydroxy-N-(1-thiazol-2-ylcyclopentyl)pyrrolidine-2-carboxamide